7-((6-((dimethylamino)-methyl)-5-morpholino-pyridin-2-yl)amino)-4-(1-methyl-1H-pyrrolo[2,3-b]pyridin-4-yl)-2,3-dihydro-1H-pyrrolo[3,4-c]pyridin-1-one CN(C)CC1=C(C=CC(=N1)NC=1C2=C(C(=NC1)C1=C3C(=NC=C1)N(C=C3)C)CNC2=O)N2CCOCC2